C1=CC=CC=2C3=CC=CC=C3C(C12)COC(=O)N([C@@H](CC1=CN(C2=CC=CC=C12)CC1=CC=C(C=C1)Br)C(=O)N[C@@H](CC(C)C)C(=O)OCC=C)C allyl Nα-(((9H-fluoren-9-yl)methoxy)carbonyl)-1-(4-bromobenzyl)-Nα-methyl-L-tryptophyl-L-leucinate